C[N+](CCCS(=O)(=O)O)(CCCCCCCCCCCCCCCCCC)C N,N-dimethyl-N-octadecyl-N-(3-sulfopropyl)ammonium